BrC1=CC(=C(C(=O)NC[C@H](C)O)C=C1)C (S)-4-bromo-N-(2-hydroxypropyl)-2-methylbenzamide